NC1=C(C(=NN1C1COC1)C1=C2C=NN(C2=C(C=C1)CNC(C1=C(C=CC(=C1)F)OC)=O)COCC[Si](C)(C)C)C#N N-((4-(5-amino-4-cyano-1-(oxetan-3-yl)-1H-pyrazol-3-yl)-1-((2-(trimethylsilyl)ethoxy)methyl)-1H-indazol-7-yl)methyl)-5-fluoro-2-methoxybenzamide